NCCCCC(C(NCCO[C@@H]1[C@@H](O)[C@@H](O)[C@H](O)[C@H](O1)CO)=O)NC(CNC(CN(CC(=O)NCCO[C@@H]1[C@H](O)[C@@H](O)[C@H](O)[C@H](O1)CO)CC(=O)NCCO[C@@H]1[C@H](O)[C@@H](O)[C@H](O)[C@H](O1)CO)=O)=O (S)-2,2'-((2-[(2-{[6-amino-1-oxo-1-((2-[(α-D-mannopyranosyl)oxy]ethyl)amino)hexan-2-yl]amino}-2-oxoethyl)amino]-2-oxoethyl)azanediyl)bis(N-{2-[(α-D-glucopyranosyl)oxy]ethyl}acetamide)